1-{1-[7-chloro-6-(difluoromethyl)-2,3-dihydro-1,4-benzoxazin-4-yl]-3-cyclopropyl-5H,6H,8H-imidazo[1,5-a]pyrazin-7-yl}ethanone ClC1=CC2=C(N(CCO2)C=2N=C(N3C2CN(CC3)C(C)=O)C3CC3)C=C1C(F)F